N1=C(C=CC=C1)COC1=CC=C2CCC(OC2=C1)C(=O)NOC1OCCCC1 7-(Pyridin-2-ylmethoxy)-N-((tetrahydro-2H-pyran-2-yl)oxy)chromane-2-carboxamide